FC(C=1C(=NC(=NC1)NC=1C(=NN(C1)C1CCN(CC1)C)C)NCCCN1C(CC1)=O)F 1-(3-((5-(difluoromethyl)-2-((3-methyl-1-(1-methylpiperidin-4-yl)-1H-pyrazol-4-yl)amino)pyrimidin-4-yl)amino)propyl)azetidin-2-one